ethan-d5-1-amine hydrochloride Cl.C(C([2H])([2H])[2H])(N)([2H])[2H]